N-(4-fluoro-5-(((2S,4R)-2-methyl-4-((1-methyl-1H-pyrazolo[3,4-d]pyrimidin-4-yl)oxy)pyrrolidin-1-yl)methyl)thiazol-2-yl)acetamide FC=1N=C(SC1CN1[C@H](C[C@H](C1)OC1=C2C(=NC=N1)N(N=C2)C)C)NC(C)=O